dihydro-1,2,3-oxadiazole O1NNC=C1